(S)-4-isopropyl-3-tetradecanoyl-oxazolidin-2-one C(C)(C)[C@@H]1N(C(OC1)=O)C(CCCCCCCCCCCCC)=O